C(C)(C)(C)OC(=O)N1C[C@H](N(C[C@@H]1C)C(CC(=O)O)C1=CC=C(C=C1)F)C 3-((2R,5S)-4-(tert-butyloxycarbonyl)-2,5-dimethylpiperazin-1-yl)-3-(4-fluorophenyl)propionic acid